C(#N)C1=CC(=C(OC2=C(N=NC(=C2)C(F)(F)F)C(=O)NC2=CC(=CC=C2)S(=O)C)C=C1)OC 4-(4-cyano-2-methoxyphenoxy)-N-(3-(methylsulfinyl)phenyl)-6-(trifluoromethyl)pyridazine-3-carboxamide